(3,5-dichlorophenyl)acetonitrile ClC=1C=C(C=C(C1)Cl)CC#N